2-Amino-7-fluoro-4-[5-fluoro-3-[[(2S,4S)-4-methoxy-1-methyl-pyrrolidin-2-yl]methoxy]-7,9-dihydrofuro[3,4-f]quinazolin-6-yl]thieno[3,2-c]pyridine-3-carbonitrile NC1=C(C=2C(=NC=C(C2S1)F)C=1C2=C(C=3C=NC(=NC3C1F)OC[C@H]1N(C[C@H](C1)OC)C)COC2)C#N